N-[4-(difluoromethoxy)phenyl]Semicarbazide FC(OC1=CC=C(C=C1)NNC(=O)N)F